C1(=CC=CC=C1)C12CCC(CC1)(CC2)C(CCCCCC)O 1-(4-phenylbicyclo[2.2.2]octan-1-yl)heptan-1-ol